C(#N)C=1C=NN2C1C(=CC(=C2)C=2C=NN(C2)[C@H]2C[C@@H](CC2)NC(C)=O)SC2=C(C=CC=C2)C#N N-((1R,3R)-3-(4-(3-cyano-4-((2-cyanophenyl)thio)pyrazolo[1,5-a]pyridin-6-yl)-1H-pyrazol-1-yl)cyclopentyl)acetamide